tert-butyl 2-methyl-4-(((trifluoromethyl)sulfonyl)oxy)-3,6-dihydropyridine-1(2H)-carboxylate CC1N(CC=C(C1)OS(=O)(=O)C(F)(F)F)C(=O)OC(C)(C)C